COC1=C(C=CC=C1)C#CC1=CC=CC=C1 methoxytolan